NCC(=O)NC=1SC=C(N1)C=1C=C(C=CC1)C1=CC(=NC=C1)N(CC(=O)OC(C)(C)C)C tert-butyl 2-[[4-[3-[2-[(2-aminoacetyl)amino]thiazol-4-yl]phenyl]-2-pyridyl]-methyl-amino]acetate